(1S,2S,5R,6S)-2-aminobicyclo[3.1.0]hexane-2,6-dicarboxylic acid N[C@@]1([C@@H]2[C@H]([C@@H]2CC1)C(=O)O)C(=O)O